2,4-Diethyl-thiazolone C(C)C=1S(C=C(N1)CC)=O